C1(CC1)N1N=C(C2=C1N(C([C@@H]([C@@H]2C2=CC=C(C=C2)F)NC(C2=CC(=CC=C2)C(F)(F)F)=O)=O)CC)CO |r| rac-N-((4R,5R)-1-cyclopropyl-7-ethyl-4-(4-fluorophenyl)-3-(hydroxymethyl)-6-oxo-4,5,6,7-tetrahydro-1H-pyrazolo[3,4-b]pyridin-5-yl)-3-(trifluoromethyl)benzamide